C(#N)C=1C(=NC=2[C@H]3C([C@@H](CC2C1)C3)(C)C)OS(=O)(=O)C(F)(F)F [(1R,9R)-5-cyano-10,10-dimethyl-3-azatricyclo[7.1.1.02,7]undeca-2(7),3,5-trien-4-yl]trifluoromethanesulfonate